C(C)[C@H]1N(C[C@@H](N(C1)C=1C=2C(N(C(C1)=O)C)=CNN2)CC)C(C(=O)NCCOC)C2=CC=C(C=C2)C(F)(F)F 2-((2R,5S)-2,5-diethyl-4-(4-methyl-5-oxo-4,5-dihydro-2H-pyrazolo[4,3-b]pyridin-7-yl)piperazin-1-yl)-N-(2-methoxyethyl)-2-(4-(trifluoromethyl)phenyl)acetamide